1,3,5-tris(1,10-phenanthrolin-5-yl)benzene N1=CC=CC2=C(C=C3C=CC=NC3=C12)C1=CC(=CC(=C1)C1=C2C=CC=NC2=C2N=CC=CC2=C1)C1=C2C=CC=NC2=C2N=CC=CC2=C1